10-(benzyloxy)-6-(tert-butyl)-2-oxo-6,7-dihydro-2H-pyrido[2',1':3,4]pyrazino[1,2-b]indazole-3-carboxylic acid ethyl ester C(C)OC(=O)C=1C(C=C2N(C(CN3N=C4C(=CC=CC4=C32)OCC3=CC=CC=C3)C(C)(C)C)C1)=O